CC(CC(=O)O[C@H]1C=C2[C@H]([C@@H](OC=C2COC(C)=O)OC(CC(C)C)=O)[C@]12OC2)C [(1S,6S,7R,7aS)-4-(acetyloxymethyl)-1-(3-methylbutanoyloxy) spiro[6,7a-dihydro-1H-cyclopenta[c]pyran-7,2'-oxirane]-6-yl] 3-methylbutanoate